O-methyl (R)-(1-(benzo[d][1,3]dioxol-5-yl)propan-2-yl)(methyl)carbamothioate O1COC2=C1C=CC(=C2)C[C@@H](C)N(C(OC)=S)C